ClC=1C(=NC(=C(C1)F)N1C(N(C(=CC1=O)C(F)(F)F)C)=O)OC1=C(OCC(=O)NS(=O)(=O)C)C=CC=C1 2-[2-[[3-chloro-5-fluoro-6-[3-methyl-2,6-dioxo-4-trifluoromethyl-pyrimidin-1-yl]-2-pyridinyl]oxy]phenoxy]-N-methylsulfonylacetamide